ClC=1C=C(C=CC1)C(C(OC(=O)N[C@H](C(=O)N[C@H](C(=O)OC)C[C@H]1C(NCC1)=O)CC1CCCCC1)C=1C=C(C=CC1)C)(C)C methyl (2S)-2-((2S)-2-(((2-(3-chlorophenyl)-2-methyl-1-(m-tolyl)propoxy)carbonyl)amino)-3-cyclohexylpropanamido)-3-((S)-2-oxopyrrolidin-3-yl)propanoate